COC1=CC=C(C=C1)C(COC=1C=C(C=CC1)N1C([C@@H]2[C@H]3[C@H]4[C@@H]([C@@H]([C@@H]2C1=O)C=C3)C4)=O)=O (3aR,4R,4aR,5aS,6S,6aS)-2-(3-(2-(4-Methoxyphenyl)-2-oxoethoxy)phenyl)-4,4a,5,5a,6,6a-hexahydro-4,6-ethenocyclopropa[f]isoindole-1,3(2H,3aH)-dione